Methyl 1-(3,4-difluorophenyl)-6-oxo-1,6-dihydropyridine-3-carboxylate FC=1C=C(C=CC1F)N1C=C(C=CC1=O)C(=O)OC